Butyl 3-chloropropane-1-sulfonate ClCCCS(=O)(=O)OCCCC